FC=1C=C(C#N)C=CC1COC1=NC(=CC=C1)C1CCNCC1 3-fluoro-4-(((6-(piperidin-4-yl)pyridin-2-yl)oxy)methyl)benzonitrile